[(2R)-1-(3a-benzyl-2-cyclopentyl-3-oxo-4H,6H,7H-pyrazolo[4,3-c]pyridin-5-yl-3-(benzyloxy)-1-oxopropan-2-yl)carbamoyl-1-methylethyl]carbamate C(C1=CC=CC=C1)C12CN(CCC1=NN(C2=O)C2CCCC2)C([C@H](C=O)NC(=O)C(C)(C)NC([O-])=O)OCC2=CC=CC=C2